BrC1=NC=CC(=C1)C(=O)NC1CC2(C1)CC(C2)C=2OC1=C(N2)C=C(C=C1)Cl 2-bromo-N-[6-(5-chloro-1,3-benzoxazol-2-yl)spiro[3.3]heptan-2-yl]pyridine-4-carboxamide